{(E)-17-Chloro-15-[(E)-3-(5-chloro-2-tetrazol-1-yl-phenyl)-acryloylamino]-9-oxo-8,18,19-triaza-tricyclo[14.3.1.02,7]icosa-1(20),2,4,6,12,16,18-heptaen-5-yl}-carbamic Acid methyl ester COC(NC1=CC=C2C=3N=NC(=C(C(C/C=C/CCC(NC2=C1)=O)NC(\C=C\C1=C(C=CC(=C1)Cl)N1N=NN=C1)=O)C3)Cl)=O